BrC1=C(C=C(C(=O)N2[C@@H](CC(=C(C2)N=C=S)C(=O)OCC)C)C=C1)C(F)(F)F (R)-ethyl 1-(4-bromo-3-(trifluoromethyl) benzoyl)-5-isothiocyanato-2-methyl-1,2,3,6-tetrahydropyridine-4-carboxylate